4-(((R)-4-((1R,4R)-2-oxa-5-azabicyclo[2.2.1]heptan-5-yl)-1-(phenylthio)butan-2-yl)amino)-3-((trifluoromethyl)sulfonyl)benzenesulfonamide [C@H]12OC[C@H](N(C1)CC[C@H](CSC1=CC=CC=C1)NC1=C(C=C(C=C1)S(=O)(=O)N)S(=O)(=O)C(F)(F)F)C2